C(#N)C1=C(C=C(C=C1)NC(C1=C(C=C(C=C1)NS(=O)(=O)CC)N1CCC2(CC2)CC1)=O)N1CCC(CC1)(F)F N-(4-cyano-3-(4,4-difluoropiperidin-1-yl)phenyl)-4-(ethylsulfonamido)-2-(6-azaspiro[2.5]octan-6-yl)benzamide